C1=CC(=CC=2NC3=C(CCC21)C=CC=C3)NCCN N1-(10,11-dihydro-5H-dibenzo[b,f]azepin-3-yl)ethane-1,2-diamine